ClC1=C(C(=O)O)C=CC(=C1)C=1C=C2C(CCC2=CC1)(C)C#N 2-chloro-4-(3-cyano-3-methyl-2,3-dihydro-1H-inden-5-yl)benzoic acid